(6-methoxy-3-propylhexyl)benzene COCCCC(CCC1=CC=CC=C1)CCC